C12CC(CC(CC1)N2)N2C(NC1=C2C=CC=C1C=1C=NC(=CC1)CO)=O 1-{(endo)-8-azabicyclo[3.2.1]oct-3-yl}-4-[6-(hydroxymethyl)pyridin-3-yl]-2,3-dihydro-1H-1,3-benzodiazole-2-one